FC1=CC=C(OCCC(CN2C=NC=C2)C2=CC(=C(C(=C2)OC)OC)OC)C=C1 1-(4-(4-fluorophenoxy)-2-(3,4,5-trimethoxyphenyl)butyl)-1H-imidazole